C[Al](C)C TriMethylAluminum